FC(CN[C@@H]1CC[C@H](CC1)N)F trans-N4-(2,2-difluoroethyl)cyclohexane-1,4-diamine